1-((3S,4R)-3-Fluorotetrahydro-2H-pyran-4-yl)-4-((1-methylpiperidin-4-yl)amino)-6-oxo-1,6-dihydropyridine-3-carboxylic acid methyl ester COC(=O)C1=CN(C(C=C1NC1CCN(CC1)C)=O)[C@H]1[C@@H](COCC1)F